CC1(CC=2N(C=C(N2)C=2C=C(C=CC2NC2=NC=C(C=C2)C(F)(F)F)S(=O)(=O)NC)C1)C 3-(6,6-dimethyl-6,7-dihydro-5H-pyrrolo[1,2-a]imidazol-2-yl)-N-methyl-4-((5-(trifluoromethyl)pyridin-2-yl)amino)benzenesulfonamide